6-[4-ethyl-2-(4-piperazin-1-yl-1-piperidyl)pyrimidin-5-yl]-8-methyl-imidazo[1,2-a]pyridine C(C)C1=NC(=NC=C1C=1C=C(C=2N(C1)C=CN2)C)N2CCC(CC2)N2CCNCC2